CC/C=C\\C/C=C\\C/C=C\\C/C=C\\C/C=C\\CCCCCCCCCCC[C@H](CC(=O)SCCNC(=O)CCNC(=O)[C@@H](C(C)(C)COP(=O)(O)OP(=O)(O)OC[C@@H]1[C@H]([C@H]([C@@H](O1)N2C=NC3=C(N=CN=C32)N)O)OP(=O)(O)O)O)O The molecule is an unsaturated fatty acyl-CoA that results from the formal condensation of the thiol group of coenzyme A with the carboxy group of (3R,15Z,18Z,21Z,24Z,27Z)-3-hydroxytriacontapentaenoic acid. It is a (R)-3-hydroxyacyl-CoA, a 3-hydroxy fatty acyl-CoA, an unsaturated fatty acyl-CoA and an ultra-long-chain fatty acyl-CoA. It is a conjugate acid of a (3R,15Z,18Z,21Z,24Z,27Z)-3-hydroxytriacontapentaenoyl-CoA(4-).